oxetane-3-ylcarbamate O1CC(C1)NC([O-])=O